ClC=1C=C2C=C(N(C2=CC1S(=O)(=O)C)C)C(=O)OC methyl 5-chloro-1-methyl-6-(methylsulfonyl)-1H-indole-2-carboxylate